10-(2-((2,5-dioxopyrrolidin-1-yl)oxy)-2-oxoethyl)-1,4,7,10-tetraazacyclododecane O=C1N(C(CC1)=O)OC(CN1CCNCCNCCNCC1)=O